1-(Azetidin-1-yl)-2-[6-[3-(difluoromethyl)-4-fluoro-phenyl]pyrazolo[4,3-b]pyridin-1-yl]ethanone N1(CCC1)C(CN1N=CC2=NC=C(C=C21)C2=CC(=C(C=C2)F)C(F)F)=O